(R)-5-(2-hydroxy-4-(trifluoromethyl)phenyl)-6-methyl-2-((1-methylpiperidin-3-yl)amino)thiazolo[4,5-d]pyrimidin-7(6H)-one OC1=C(C=CC(=C1)C(F)(F)F)C=1N(C(C2=C(N1)N=C(S2)N[C@H]2CN(CCC2)C)=O)C